O=C1C2(CC2)CCN1C1=NC(=NC=C1)N1CCC(CC1)C(=O)O 1-[4-(4-oxo-5-azaspiro[2.4]heptan-5-yl)pyrimidin-2-yl]piperidine-4-carboxylic acid